1-pentyl-3-ethylpyrrolidinium chloride [Cl-].C(CCCC)[NH+]1CC(CC1)CC